C(C)(C)(C)OC(N(CC=1OC(=NN1)C1=C(C=CC=C1)NC1=CC=C(C=C1)C(F)(F)F)CC)=O tert-butylethyl((5-(2-((4-(trifluoromethyl)phenyl)amino)phenyl)-1,3,4-oxadiazol-2-yl)methyl)carbamate